C(C)OC=1C=C(C=CC1OCC)CC(=O)NCCC1=CC(=C(C=C1)OCC)OCC N-(3,4-diethoxyphenylacetyl)-beta-(3,4-diethoxyphenyl)ethylamine